fluorotetrahydrofuran FC1OCCC1